(1-(4-(6-isopropyl-5-(8-methoxy-[1,2,4]triazolo[1,5-a]pyridin-6-yl)-4H-pyrrolo[3,2-d]thiazol-2-yl)cyclohexyl)azetidine-3,3-diyl)dimethanol C(C)(C)C1=C(NC2=C1N=C(S2)C2CCC(CC2)N2CC(C2)(CO)CO)C=2C=C(C=1N(C2)N=CN1)OC